OC(C(=O)N1CC2=C(N=C(NC2=O)C2(CC2)C2=CC=CC=C2)CC1)C1=C(C=CC=C1)OC1=CC=CC=C1 6-(2-hydroxy-2-(2-phenoxyphenyl)acetyl)-2-(1-phenylcyclopropyl)-5,6,7,8-tetrahydropyrido[4,3-d]pyrimidin-4(3H)-one